iodine methyl-cyclohexyl-formic acid CC1(CCCCC1)C(=O)O.[I]